C[C@@H]1OCCCC1 (2S,4S)-2-methyloxacyclohexane